C1(CC1)C1=NC(=CC=C1O[C@@H]1C[C@H](CCC1)C(=O)O)C=1N=NN(C1COC(=O)N(C)C1CC(C1)(F)F)C (1S,3S)-3-((2-cyclopropyl-6-(5-((((3,3-difluorocyclobutyl)(methyl)aminocarbonyl)oxy)methyl)-1-methyl-1H-1,2,3-triazol-4-yl)pyridin-3-yl)oxy)cyclohexane-1-carboxylic acid